O=C(C(C=CC=CC=CC(=O)N)=O)CCCCCCCCC dioxo-(10E,12E,14E)-octadecatrieneamide